(R)-N-(2-(4-allyl-piperazin-1-yl)-5-((6-(3-(3-fluoro-5-((3-fluorobenzyl)-oxy)phenyl)isoxazolidin-2-yl)pyrimidin-4-yl)amino)-4-methoxyphenyl)-acrylamide C(C=C)N1CCN(CC1)C1=C(C=C(C(=C1)OC)NC1=NC=NC(=C1)N1OCC[C@@H]1C1=CC(=CC(=C1)OCC1=CC(=CC=C1)F)F)NC(C=C)=O